1-(4-(5-(5-(1-hydroxyethyl)-1-methyl-1H-pyrrolo[2,3-b]pyridin-3-yl)-4-methylpyridin-3-yl)phenyl)pyrrolidin-2-one OC(C)C=1C=C2C(=NC1)N(C=C2C=2C(=C(C=NC2)C2=CC=C(C=C2)N2C(CCC2)=O)C)C